FC1=C(C=CC=C1OC)S(=O)(=O)Cl 2-fluoro-3-methoxybenzenesulfonyl chloride